C1(CCCC1)OC1=C(C(=C(C(=O)O)C(=C1)\C=C\C1=CC=C(C=C1)F)O)CC=C(C)C (E)-4-(cyclopentyloxy)-6-(4-fluorophenylvinyl)-2-hydroxy-3-(3-methylbut-2-en-1-yl)benzoic acid